N-cyclopentyl-3-(1H-imidazol-1-yl)benzamide C1(CCCC1)NC(C1=CC(=CC=C1)N1C=NC=C1)=O